CNC1=NC=C(C2=CC(=NC=C12)NC1COC1)C1=CC=CC=C1 N1-methyl-N6-(oxetan-3-yl)-4-phenyl-2,7-naphthyridine-1,6-diamine